N[C@@H]1CN(C[C@@H]([C@H]1O)C)C1=C2C(=NC=C1NC(=O)C1=NC(=C(C=C1)F)C1=C(C=C(C=C1F)OC1COCCC1)F)OCC2 N-{4-[(3R,4R,5S)-3-amino-4-hydroxy-5-methylpiperidin-1-yl]-2,3-dihydrofuro[2,3-b]pyridin-5-yl}-6-[2,6-difluoro-4-(tetrahydro-2H-pyran-3-yloxy)phenyl]-5-fluoropyridine-2-carboxamide